C(C1CO1)OC(CCCCCCCCC)=O Decanoic acid glycidyl ester